zirconium Iron [Fe].[Zr]